C(C)(=O)N1CCN(CC1)CCNC(=O)C=1C=NC=CC1NC1=CC(=NC2=C1OCCN2)C2=C(C=CC(=C2)Cl)F N-[2-(4-acetylpiperazin-1-yl)-ethyl]-4-{[6-(5-chloro-2-fluoro-phenyl)-2H,3H,4H-pyrido[3,2-b][1,4]oxazin-8-yl]amino}pyridine-3-carboxamide